Stearyl Pentacosanoate C(CCCCCCCCCCCCCCCCCCCCCCCC)(=O)OCCCCCCCCCCCCCCCCCC